ClC1=CC=C(CN2CC(CCC2)C2=NC=3N(C=C2)N=C(C3C=O)C)C=C1 (1-(4-chlorobenzyl)piperidin-3-yl)-2-methylpyrazolo[1,5-a]pyrimidine-3-carbaldehyde